2,3,5-triiodo-benzyl bromide IC1=C(CBr)C=C(C=C1I)I